OC1=CC2=CC3=CC4=CC=CC=C4C=C3C=C2C(=C1)O 2,4-dihydroxynaphthacene